FC(C(=O)N1CC(C1)N1N=C(C=2C1=NC=CC2)C=2C=NC(=C(C2)F)C(F)(F)F)=C 2-fluoro-1-(3-(3-(5-fluoro-6-(trifluoromethyl)pyridin-3-yl)-1H-pyrazolo[3,4-b]pyridin-1-yl)azetidin-1-yl)propan-2-en-1-one